lithium manganese-iron-lithium phosphate P(=O)([O-])([O-])[O-].[Li+].[Fe+2].[Mn+2].[Li+].P(=O)([O-])([O-])[O-]